2-(3-dimethylaminopropyl)-2-methyl-1,3,6-trioxa-2-silacyclooctane CN(CCC[Si]1(OCCOCCO1)C)C